C(C)(C)(C)N1N=C(C(=C1)C(=O)O)OC 1-(tert-butyl)-3-methoxy-1H-pyrazole-4-carboxylic acid